FC=1C=C(C=C(C1)F)C(CC)N 1-(3,5-difluorophenyl)propan-1-amine